ClC=1N=C(N2C1C(=CC(=C2)S(=O)(=O)NC2(COC2)C)N2C[C@@H](N[C@H](C2)C)CO)C=2SC(=NN2)C(F)F 1-chloro-3-(5-(difluoromethyl)-1,3,4-thiadiazol-2-yl)-8-((3R,5S)-3-(hydroxymethyl)-5-methylpiperazin-1-yl)-N-(3-methyloxetan-3-yl)imidazo[1,5-a]pyridine-6-sulfonamide